CN(C)CC(=O)N1CCC2=CC(=C(C=C12)NC=1N=C(C2=C(N1)NC=C2)NC2=C(C(=O)NC)C(=CC=C2)F)OC 2-[[2-[[1-[(dimethylamino)acetyl]-5-(methyloxy)-2,3-dihydro-1H-indol-6-yl]amino]-7H-pyrrolo[2,3-d]pyrimidin-4-yl]amino]-6-fluoro-N-methylbenzamide